2-(chloromethyl)-5-[[(2S)-2-[[(2S)-2-(9H-fluoren-9-ylmethoxycarbonylamino)-3-methyl-butanoyl]amino]propanoyl]amino]benzenesulfonic acid ClCC1=C(C=C(C=C1)NC([C@H](C)NC([C@H](C(C)C)NC(=O)OCC1C2=CC=CC=C2C=2C=CC=CC12)=O)=O)S(=O)(=O)O